(E)-4-(dimethylamino)-1-(3-(5-methylthiophene-2-carbonyl)-3,8-diazabicyclo[3.2.1]octan-8-yl)but-2-en-1-one CN(C/C=C/C(=O)N1C2CN(CC1CC2)C(=O)C=2SC(=CC2)C)C